(R)-benzyl 2-(((benzyloxy)carbonyl)amino)-3-(3-((R)-1-ethoxyethyl)-5-fluorobenzamido)propanoate C(C1=CC=CC=C1)OC(=O)N[C@@H](C(=O)OCC1=CC=CC=C1)CNC(C1=CC(=CC(=C1)F)[C@@H](C)OCC)=O